N-((2S)-5-((1R,2S)-2-(4-fluorophenyl)cyclopropylamino)-1-oxo-1-(2-oxa-6-azaspiro[3.3]heptan-6-yl)pentan-2-yl)-4-(1H-1,2,3-triazol-1-yl)benzamide FC1=CC=C(C=C1)[C@H]1[C@@H](C1)NCCC[C@@H](C(N1CC2(COC2)C1)=O)NC(C1=CC=C(C=C1)N1N=NC=C1)=O